O[C@@]1(C(C=C2C=C(OC=C2[C@@H]1CC(CCCCCCC)=O)CC(C)O)=O)C (7S,8S)-7-hydroxy-3-(2-hydroxypropyl)-7-methyl-8-(2-oxononyl)-7,8-dihydro-6H-isochromen-6-one